N-[5-[(E)-N-[(R)-tert-butylsulfinyl]-C-methyl-carbonimidoyl]-2-fluoro-3-(trifluoromethyl)phenyl]acetamide C(C)(C)(C)[S@@](=O)\N=C(/C)\C=1C=C(C(=C(C1)NC(C)=O)F)C(F)(F)F